Boc-4-(2-aminoethyl)piperazine-2,6-dione C(=O)(OC(C)(C)C)N1C(CN(CC1=O)CCN)=O